C(C1=CC=CC=C1)N1CC=2C(N(C=3N=CC=CC3C2CC1)CC1=CC=C(C=C1)C(F)(F)F)=O 3-benzyl-6-(4-(trifluoromethyl)benzyl)-2,3,4,6-tetrahydropyrido[3,4-c][1,8]naphthyridin-5(1H)-one